FC1(CNCC1C1=CC=CC(=C1)C1=NN2C(N=CC=C2C2=NN(N=C2)C)=C1C(=O)N1[C@@H](C2=CC=CC=C2CC1)C)C(=O)O 3-fluoro-4-(5-(((R)-1-methyl-1,2,3,4-tetrahydroisoquinoline-2-carbonyl)-7-(2-methyl-2H-1,2,3-triazol-4-yl)pyrazolo[1,5-a]pyrimidin-2-yl)phenyl)pyrrolidine-3-carboxylic acid